3-(((R)-1-(2-((1R,5S,6r)-3-azabicyclo[3.1.0]hexan-6-yl)-3,6-dimethyl-4-oxo-3,4-dihydroquinazolin-8-yl)ethyl)amino)-6-chloro-N-(methylsulfonyl)picolinamide [C@H]12CNC[C@@H]2C1C1=NC2=C(C=C(C=C2C(N1C)=O)C)[C@@H](C)NC=1C(=NC(=CC1)Cl)C(=O)NS(=O)(=O)C